ClC=1C(=C(C=CC1)NC1=NC=NC2=CC(=C(C=C12)N)C#C[C@@]12CN(C[C@H]2C1)C1COC1)F N4-(3-chloro-2-fluorophenyl)-7-(((1R,5S)-3-(oxetan-3-yl)-3-azabicyclo[3.1.0]hexan-1-yl)ethynyl)quinazoline-4,6-diamine